2'-chloro-5'-methoxy-6-methyl-N-[6-(2-oxo-1,3-oxazolidin-3-yl)-1,3-benzothiazol-2-yl]-[4,4'-bipyridine]-3-carboxamide ClC1=NC=C(C(=C1)C1=C(C=NC(=C1)C)C(=O)NC=1SC2=C(N1)C=CC(=C2)N2C(OCC2)=O)OC